C(C)C1CC2=CN(C(C(=C2O1)C(=O)OC=1C(=CC2=CN(N=C2C1C)C)C1=NC2=CC=C(C=C2C(=N1)C1=NN=CN1)N1CCNCC1)=O)C1=CC=C(C=C1)F 2,7-dimethyl-5-[6-(piperazin-1-yl)-4-(4H-1,2,4-triazol-3-yl)quinazolin-2-yl]indazol-6-ol ethyl-5-(4-fluorophenyl)-6-oxo-2,3,5,6-tetrahydrofuro[3,2-c]pyridine-7-carboxylate